CC1(CC(C1)NC(=O)C=1C(N(C2=NC=C(C=C2C1O)C1=CC=C(C=C1)F)CCN1CCOCC1)=O)C N-(3,3-dimethylcyclobutyl)-6-(4-fluorophenyl)-4-hydroxy-1-(2-morpholinoethyl)-2-oxo-1,2-dihydro-1,8-naphthyridine-3-carboxamide